(trans)-N-(8-amino-6-(4-(1,1-difluoroethyl)pyridin-3-yl)isoquinolin-3-yl)-2-cyanocyclopropanecarboxamide NC=1C=C(C=C2C=C(N=CC12)NC(=O)[C@H]1[C@@H](C1)C#N)C=1C=NC=CC1C(C)(F)F